2-chloro-1-(4-{2-[(2,3-dihydro-1H-inden-2-yl)amino]pyrimidin-5-yl}piperazin-1-yl)ethan-1-one ClCC(=O)N1CCN(CC1)C=1C=NC(=NC1)NC1CC2=CC=CC=C2C1